N-(1-(7,8-Difluoro-1-oxo-1,2-dihydroisoquinolin-4-yl)ethyl)-N-methylindolizine-2-carboxamide FC1=CC=C2C(=CNC(C2=C1F)=O)C(C)N(C(=O)C=1C=C2C=CC=CN2C1)C